6-(difluoromethoxy)-3,4-dihydro-2H-1,4-benzothiazine-4-carboxylic acid tert-butyl ester C(C)(C)(C)OC(=O)N1CCSC2=C1C=C(C=C2)OC(F)F